C(OOCCC)(OOCCC)OOCCC Tripropoxy orthoformate